P(=O)([O-])([O-])[O-].[K+].C(CCC)OCCCC.[K+].[K+] butyl ether potassium phosphate